2-chloro-4-((2-chlorobenzofuran-7-yl)oxy)benzoic acid ClC1=C(C(=O)O)C=CC(=C1)OC1=CC=CC=2C=C(OC21)Cl